C1(CC1)N1CC(C(CC1)OC=1C=CC(=NC1)C1=NSC(=N1)NC1=NC=CC=C1C(C)C)(F)F 3-(5-(1-cyclopropyl-3,3-difluoro-piperidin-4-yloxy)pyridin-2-yl)-N-(3-isopropylpyridin-2-yl)-1,2,4-thiadiazol-5-amine